C[Si](OC)(OC)CC(C)C methyl-isobutyl-dimethoxysilane